C(C)(C)(C)OC(NC1=C(SC(=C1)C(C)C)C(F)(F)F)=O [5-(propan-2-yl)-2-(trifluoromethyl)thiophen-3-yl]carbamic acid tert-butyl ester